1,2-bis(beta-hydroxyethylamino)-4-nitrobenzene OCCNC1=C(C=C(C=C1)[N+](=O)[O-])NCCO